C1(=CC=C(C=C1)NC(CC(=O)NC1=CC=C(C=C1)C)=O)C N,N'-bis(p-tolyl)malonamide